(E)-3-(7-(3-Hydroxyazetidin-1-yl)-8-oxo-6,7,8,9-tetrahydro-5H-pyrido[2,3-b]azepin-3-yl)-N-methyl-N-((3-methylbenzofuran-2-yl)methyl)acrylamide OC1CN(C1)C1CCC2=C(NC1=O)N=CC(=C2)/C=C/C(=O)N(CC=2OC1=C(C2C)C=CC=C1)C